C(CCCCC(=O)OCC(COC(=O)C1CC2CCC(C1)O2)(COC(CCCCC(=O)OCC\C=C/CCCCC)=O)CO)(=O)OCC\C=C/CCCCC O6-[2-(hydroxymethyl)-2-[[6-[(Z)-non-3-enoxy]-6-oxo-hexanoyl]oxymethyl]-3-(8-oxabicyclo[3.2.1]octane-3-carbonyloxy)propyl] O1-[(Z)-non-3-enyl] hexanedioate